O1CCC2=C1C=CC(=C2)S(=O)(=O)N2CCC(CC2)C=2N=CC=1N(C2)C=C(N1)C 6-(1-((2,3-dihydrobenzofuran-5-yl)sulfonyl)piperidin-4-yl)-2-methylimidazo[1,2-a]pyrazine